FC=1C=C(CC=2NC(=NN2)C(=O)NC2=NC=CC(=C2)C2=C(C=CC(=C2)OCCCC(C)(C)O)C)C=C(C1F)F 5-(3,4,5-trifluorobenzyl)-N-(4-(5-((4-hydroxy-4-methylpentyl)oxy)-2-methylphenyl)pyridin-2-yl)-4H-1,2,4-triazole-3-carboxamide